C(C1=CC=CC=C1)OC(=O)N1CC(C1)OCCC1CCN(CC1)C(=O)OC(C)(C)C tert-butyl 4-[2-([1-[(benzyloxy)carbonyl]azetidin-3-yl]oxy)ethyl]piperidine-1-carboxylate